methyl 7-aminonaphtho[2,3-d][1,3]dioxole-6-carboxylate NC=1C(=CC2=CC3=C(OCO3)C=C2C1)C(=O)OC